2-(2-(4-(4-methyl-7-(trifluoromethyl)quinazolin-2-yl)phenoxy)ethoxy)acetic acid CC1=NC(=NC2=CC(=CC=C12)C(F)(F)F)C1=CC=C(OCCOCC(=O)O)C=C1